1,3-diisocyanobenzene [N+](#[C-])C1=CC(=CC=C1)[N+]#[C-]